(R)-2-methyl-succinic acid mono-tert-butyl ester C(C)(C)(C)OC([C@@H](CC(=O)O)C)=O